BrC1=NN(C(=C1)Br)C1CC(CCC1)OC 3,5-dibromo-1-(3-methoxycyclohexyl)-1H-pyrazole